O1C[C@H](CC1)C1=NC2=CC=C(C=C2C=C1)C=O 2-[(3R)-tetrahydrofuran-3-yl]quinoline-6-carbaldehyde